7-((7-(allyloxy)-2,2-diphenylbenzo[d][1,3]dioxol-5-carbonyl) oxy)-2,2-diphenylbenzo[d][1,3]dioxol-5-carboxylate C(C=C)OC1=CC(=CC2=C1OC(O2)(C2=CC=CC=C2)C2=CC=CC=C2)C(=O)OC2=CC(=CC1=C2OC(O1)(C1=CC=CC=C1)C1=CC=CC=C1)C(=O)[O-]